6-(2-chloro-4-methoxypyrrolo[2,1-f][1,2,4]triazin-5-yl)imidazo[1,2-a]pyridine-3-carbonitrile ClC1=NN2C(C(=N1)OC)=C(C=C2)C=2C=CC=1N(C2)C(=CN1)C#N